C(#N)C=1C=C(C=CC1)C=1N=C(SC1C1=CC(=NC(=C1)C)C)NC(=O)N1CC2(CS(C2)(=O)=O)C1 N-[4-(3-Cyanophenyl)-5-(2,6-dimethyl-4-pyridyl)thiazol-2-yl]-2,2-dioxo-2&lambda;^{6}-thia-6-azaspiro[3.3]heptane-6-carboxamide